((2,2-difluoro-6,9-dihydro-7H-[1,3]dioxolo[4,5-H]isochromen-9-yl)methyl)(methyl)carbamic acid tert-butyl ester C(C)(C)(C)OC(N(C)CC1OCCC=2C=CC3=C(C12)OC(O3)(F)F)=O